C(C)(C)(C)OC(=O)N[C@H](C(=O)N[C@H](C(=O)O)CC1=C(C=C(C=C1C)O)C)CCCNC(=N)N (S)-2-((S)-2-((tert-Butoxycarbonyl)amino)-5-guanidinopentanamido)-3-(4-hydroxy-2,6-dimethylphenyl)propanoic acid